C(CC)OC1=CC=C(C(=O)[O-])C=C1 4-propyloxybenzoate